FC1=C(CC(C(=O)OCC)C(C)=O)C=CC=C1[N+](=O)[O-] ethyl 2-(2-fluoro-3-nitrobenzyl)-3-oxobutanoate